C(#N)NCC1=CC=CC=C1 cyano-benzyl-amine